C(C)C=1C2=C(S(C1C#CC)=O)C(=CC=C2)NC2CCN(CC2)C 3-(3-ethyl-7-((1-methylpiperidin-4-yl)amino)-1-oxidobenzo[b]thiophen-2-yl)prop-2-yn